(R)-3-(2-(difluoromethoxy)phenyl)-6-(2-morpholinylpyrimidin-5-yl)-2,3-dihydropyrazolo[1,2-a]indazol-9(1H)-one FC(OC1=C(C=CC=C1)[C@H]1CCN2N1C=1C=C(C=CC1C2=O)C=2C=NC(=NC2)N2CCOCC2)F